5-[5-[(1R)-1-(3,5-dimethylpyridazin-4-yl)ethoxy]-1H-indazol-3-yl]-2-methoxy-pyridine-3-carbonitrile CC=1N=NC=C(C1[C@@H](C)OC=1C=C2C(=NNC2=CC1)C=1C=C(C(=NC1)OC)C#N)C